methyl 3-(9-((4-(aminomethyl)-2,6-dimethylphenyl)carbamoyl)-4,5-dihydrobenzo[b]thieno[2,3-d]oxepin-8-yl)-6-((3-chloro-2-fluorobenzyl)carbamoyl)picolinate NCC1=CC(=C(C(=C1)C)NC(=O)C1=CC2=C(OCCC3=C2SC=C3)C=C1C=1C(=NC(=CC1)C(NCC1=C(C(=CC=C1)Cl)F)=O)C(=O)OC)C